C12(CC3CC(CC(C1)C3)C2)CNC(=O)C2=CC3=C(NC(=N3)CC3=CC=CC=C3)C=C2 N-(1-adamantylmethyl)-2-benzyl-1H-benzimidazole-5-carboxamide